3-methyl-N-(7-methyl-[1,2,4]triazolo[1,5-a]pyridin-6-yl)-1-(oxetan-3-yl)-1H-pyrazolo[3,4-d]pyrimidin-6-amine CC1=NN(C2=NC(=NC=C21)NC=2C(=CC=1N(C2)N=CN1)C)C1COC1